COC1=CC=C2C(=N1)C=CN2C[C@@H]2CC[C@H](CC2)C(=O)O trans-4-[(5-methyloxy-pyrrolo[3,2-b]pyridin-1-yl)methyl]cyclohexanecarboxylic acid